C(CCC)C(C(=O)OCCCC)C(C(=O)OCCCC)CCCC di-n-butyl 2,3-di-n-butylsuccinate